C(C1=CC=CC=C1)OC(=O)N1CCC(CC1)CC1C(CN(CC1)C(=O)OC(C)(C)C)(C)C tert-butyl 4-((1-((benzyloxy)carbonyl)piperidin-4-yl)methyl)-3,3-dimethylpiperidine-1-carboxylate